(E)-6-(4-(Dimethylamino)but-2-enoyl)-4-(2-(1-ethyl-3-(trifluoromethyl)-1H-pyrazol-4-yl)-3-methoxyphenyl)-4,5,6,7-tetrahydrothieno[2,3-c]pyridine-2-carbonitrile CN(C/C=C/C(=O)N1CC2=C(C(C1)C1=C(C(=CC=C1)OC)C=1C(=NN(C1)CC)C(F)(F)F)C=C(S2)C#N)C